4-chloro-1-(1-(cyclopropanecarbonyl)piperidin-4-yl)-N-(5-((4-fluorophenyl)ethynyl)-3-methylpyridin-2-yl)-1H-pyrazole-5-carboxamide ClC=1C=NN(C1C(=O)NC1=NC=C(C=C1C)C#CC1=CC=C(C=C1)F)C1CCN(CC1)C(=O)C1CC1